N-9-fluorenylmethoxycarbonyl-N'-trityl-L-histidine C1=CC=CC=2C3=CC=CC=C3C(C12)COC(=O)N[C@@H](CC1=CN(C=N1)C(C1=CC=CC=C1)(C1=CC=CC=C1)C1=CC=CC=C1)C(=O)O